(E)-3-(dimethylamino)-1-(3-cyanophenyl)-2-propen-1-one CN(/C=C/C(=O)C1=CC(=CC=C1)C#N)C